5-azabenzo-imidazole N1=CNC2=C1C=CN=C2